Racemic-N-(6-amino-5-methylpyridin-3-yl)-2-(2-(2-(2-(dimethylamino)ethyl)benzo[d]thiazol-5-yl)-5-methylpiperidin-1-yl)-2-oxoacetamide NC1=C(C=C(C=N1)NC(C(=O)N1C(CCC(C1)C)C=1C=CC2=C(N=C(S2)CCN(C)C)C1)=O)C